ClC(\C=C(\C(F)(F)F)/C(Cl)Cl)C(F)(F)F (Z)-4-chloro-2-(dichloromethyl)-1,1,1,5,5,5-hexafluoropent-2-ene